6-amino-9-[(4S)-1'-(azetidin-3-yl)-3,3-difluoro-[1,4'-bipiperidin]-4-yl]-7-(4-phenoxyphenyl)purin-8-one NC1=C2N(C(N(C2=NC=N1)[C@@H]1C(CN(CC1)C1CCN(CC1)C1CNC1)(F)F)=O)C1=CC=C(C=C1)OC1=CC=CC=C1